C(=O)(O)[C@@H](O)[C@H](O)C(=O)O.OC1CC(NC1)C(=O)N[C@@H](C)C1=CC=C(C=C1)C1=C(N=CS1)C 4-hydroxy-N-((S)-1-(4-(4-methylthiazol-5-yl)phenyl)ethyl)pyrrolidine-2-carboxamide D-tartrate